3-(4-{3-[(3,3-difluoropyrrolidin-1-yl)methyl]azetidin-1-yl}-3-(3-fluoro-5-methylphenyl)quinolin-6-yl)-5-fluoro-2-hydroxybenzonitrile FC1(CN(CC1)CC1CN(C1)C1=C(C=NC2=CC=C(C=C12)C=1C(=C(C#N)C=C(C1)F)O)C1=CC(=CC(=C1)C)F)F